2-((2-(((tert-Butoxycarbonyl)(2-(6-methoxy-3-nitropyridin-2-yl)ethyl)amino)-methyl)-3,4-difluorophenyl)amino)-5-fluoro-4-(trifluoromethyl)benzoic acid C(C)(C)(C)OC(=O)N(CCC1=NC(=CC=C1[N+](=O)[O-])OC)CC1=C(C=CC(=C1F)F)NC1=C(C(=O)O)C=C(C(=C1)C(F)(F)F)F